C(C)C(C(=O)O)C1=CC=CC=C1.C(C)C(C(=O)O)C1=CC=CC=C1.C(C)(C)(C)[C@@H](C(=O)O)CC(C(=O)N)N1C(C2=C(C=C(C(=C2C1)O)Br)F)=O.C1(=CC=CC=C1)C(O)(C=1C2(C3=CC4=CC=CC=C4C3=CC1)C=CC=C1C3=CC=CC=C3C=C12)C1=CC=CC=C1 diphenyl-spirobifluorenyl-methanol tert-butyl-(S)-5-amino-4-(5-bromo-7-fluoro-4-hydroxy-1-oxoisoindolin-2-yl)-5-oxopentanoate ethyl-2-phenylacetate (ETHYL-PHENYL-ACETATE)